tetra-tert-butyl 2,2',2'',2'''-((2S,5S,8S,11S)-2,5,8,11-tetrakis(4-((tert-butoxycarbonyl)amino)butyl)-1,4,7,10-tetraazacyclododecane-1,4,7,10-tetrayl)tetraacetate C(C)(C)(C)OC(=O)NCCCC[C@@H]1N(C[C@@H](N(C[C@@H](N(C[C@@H](N(C1)CC(=O)OC(C)(C)C)CCCCNC(=O)OC(C)(C)C)CC(=O)OC(C)(C)C)CCCCNC(=O)OC(C)(C)C)CC(=O)OC(C)(C)C)CCCCNC(=O)OC(C)(C)C)CC(=O)OC(C)(C)C